C(C)OC(CCCCCCCCCCCCC/C=C/C=C)OCC (3E)-18,18-diethoxy-1,3-octadecadien